ClC1=C(C(C(=O)[O-])=CC(=C1)Cl)O.[Li+].ClC1=CC=C(C(C(=O)[O-])=C1)O.[Li+] lithium 5-chlorosalicylate lithium 3,5-dichlorosalicylate